FC(S(=O)(=O)[O-])(F)F.F[N+]1=C(C=C(C=C1C)C)C 1-fluoro-2,4,6-trimethylpyridin-1-ium trifluoromethanesulfonate